ClC1=CC2=C(O[C@@H](CN(S2(=O)=O)CC2=CC(=CC=3C=CSC32)C(CC(=O)O)C3=C(C2=C(N(N=N2)C)C=C3)Cl)CC)N=C1 3-(7-{[(4R)-8-Chloro-4-ethyl-1,1-dioxido-3,4-dihydro-2H-pyrido[2,3-b][1,4,5]oxathiazepin-2-yl]methyl}-1-benzothiophen-5-yl)-3-(4-chloro-1-methyl-1H-benzotriazol-5-yl)propanoic acid